[Na].C(C)(C)(C)C=1C=C(C=C(C1)C(C)(C)C)O 3,5-di-tert-butylphenol sodium